NC1=C(N=C2N1C=C(C=C2C2=C(C=CC=C2OC)F)F)C(=O)NCCC 3-Amino-6-fluoro-8-(2-fluoro-6-methoxyphenyl)-N-propylimidazo[1,2-a]pyridine-2-carboxamide